[Na+].OC1=C(C=C(C=C1)O)S(=O)(=O)[O-] 2,5-dihydroxybenzenesulfonate sodium